OC1(CCN(CC1)C(=O)[C@H]1[C@@H](CN(CC1)CC1=CN=C(S1)C=1C=NC(=CC1)C)C1=CC=CC=C1)CN1C=NC2=C(C1=O)ON=C2C2=CC=CC=C2 6-[[4-hydroxy-1-[(3R,4R)-1-[[2-(6-methyl-3-pyridinyl)thiazol-5-yl]methyl]-3-phenyl-piperidine-4-carbonyl]-4-piperidinyl]methyl]-3-phenyl-isoxazolo[4,5-d]pyrimidin-7-one